7a-(4-bromophenyl)-4b,5-dihydroxy-4-methoxy-N-(oxetan-3-yl)-7-phenyl-4b,6,7,7a-tetrahydro-5H-cyclopenta[4,5]furo[2,3-c]pyridine-6-carboxamide BrC1=CC=C(C=C1)C12C(C3=C(C=NC=C3OC)O1)(C(C(C2C2=CC=CC=C2)C(=O)NC2COC2)O)O